C1(=CC=CC2=CC=CC=C12)C(C1=CC=CC=C1)N α-naphthylbenzylamine